trimethyl(2-trimethylsilylethynyl)silane C[Si](C#C[Si](C)(C)C)(C)C